NC1=C(C(N(C2=CC(=CC=C12)I)C1=C(C=CC=C1)Cl)=O)C(=O)OC methyl 4-amino-7-iodo-1-(2-chlorophenyl)-2-oxo-1,2-dihydroquinoline-3-carboxylate